tert-butyl 4-[(6-amino-4-chloropyridin-2-yl)methyl]piperidine-1-carboxylate NC1=CC(=CC(=N1)CC1CCN(CC1)C(=O)OC(C)(C)C)Cl